2,2'-dichloro-[1,1'-biphenyl]-3,3'-diol ClC1=C(C=CC=C1O)C1=C(C(=CC=C1)O)Cl